BrC1(N(C(C=2C(=NC=CC21)/N=C/NO)=O)CC2=CC=C(C=C2)OC)C2=C(C=CC(=C2)F)Cl bromo-1-(2-chloro-5-fluorophenyl)-4-{[(E)-(hydroxyamino)methylidene]amino}-2-[(4-methoxyphenyl)methyl]-2,3-dihydro-1H-pyrrolo[4,3-c]pyridin-3-one